C1(CC1)C(C)OC(=O)NC1=C(N=NN1C)C1=CC=C(C(=N1)C)O[C@@H]1C[C@H](CCC1)C(=O)O (1S,3S)-3-((6-(5-(((1-cyclopropyl-ethoxy)carbonyl)amino)-1-methyl-1H-1,2,3-triazol-4-yl)-2-methyl-pyridin-3-yl)oxy)cyclohexane-1-carboxylic acid